5,6,7,7a,8,11b-hexahydro-3-chloro-7-methylthieno[2',3':4,5]cyclopenta[1,2-a][3]benzazepine-2-ol ClC=1C(=CC2=C(CCN(C3C2C2=C(C3)SC=C2)C)C1)O